4-(6-fluoropyridin-3-yl)-6-(2-hydroxy-2-methylpropionyl)pyrazolo[1,5-a]Pyridine FC1=CC=C(C=N1)C=1C=2N(C=C(C1)C(C(C)(C)O)=O)N=CC2